C12(CCC(CC1)C2)C2CC=1C2=CC=CC1 Norbornyl-benzocyclobutene